N-((1s,4s)-4-((7-morpholino-1,6-naphthyridin-5-yl)oxy)cyclohexyl)-1H-pyrazole-1-carboxamide O1CCN(CC1)C1=NC(=C2C=CC=NC2=C1)OC1CCC(CC1)NC(=O)N1N=CC=C1